5-(4-chloro-2-methyl-2H-indazol-5-yl)-3-methyl-3H,4H,7H-pyrrolo[2,3-d]pyrimidin-4-one ClC=1C2=CN(N=C2C=CC1C1=CNC=2N=CN(C(C21)=O)C)C